6-bromo-4-hydroxy-1,5-naphthyridine-3-carboxylic acid ethyl ester C(C)OC(=O)C=1C=NC2=CC=C(N=C2C1O)Br